2,3,4,5,6-pentamethylbenzyl chloride CC1=C(CCl)C(=C(C(=C1C)C)C)C